difluoromethyl (phosphonate) P(OC(F)F)([O-])=O